[Li].[V].[P].[S] sulfur phosphorus vanadium lithium